NC=1C=2N(C=CN1)C(=NC2C2=C(C=C(C(=O)NC1=NC=CC(=C1)N1CCOCC1)C=C2)F)[C@H]2N(CC1(CC1)C2)CC#CC (S)-4-(8-amino-3-(5-(but-2-ynyl)-5-azaspiro[2.4]heptan-6-yl)imidazo[1,5-a]pyrazin-1-yl)-3-fluoro-N-(4-morpholinopyridin-2-yl)benzamide